N-((5-chloro-6-(imidazo[1,2-a]pyrimidin-2-yl)-1H-indol-2-yl)methyl)acetamide ClC=1C=C2C=C(NC2=CC1C=1N=C2N(C=CC=N2)C1)CNC(C)=O